ClC1=CC=C2C(=C(N(C2=C1C=1C(=NN(C1C)C)C)CCN1CC(C1)N1CCNCC1)C(=O)O)CCCOC1=CC=CC2=CC(=CC=C12)F 6-Chloro-3-{3-[(6-fluoronaphthalen-1-yl)oxy]propyl}-1-{2-[3-(piperazin-1-yl)azetidin-1-yl]ethyl}-7-(1,3,5-trimethyl-1H-pyrazol-4-yl)-1H-indole-2-carboxylic acid